bromo-2,6-dichloro-8-fluoro-N,N-dimethyl-quinazolin-4-amine BrC1=C2C(=NC(=NC2=C(C=C1Cl)F)Cl)N(C)C